C(C)(C)(C)OC(=O)N[C@H](C(=O)N1[C@@H]([C@H]2[C@H]3C=C[C@@H]([C@H]2C1)C3)C(=O)O)C(C)(C)C3CC3 (1R,2S,3S,6R,7S)-4-[(2S)-2-[(tert-butoxycarbonyl)amino]-3-cyclopropyl-3-methylbutanoyl]-4-azatricyclo[5.2.1.0^{2,6}]dec-8-ene-3-carboxylic acid